[N].[Ta].[Ti] titanium tantalum nitrogen